(R)-N-((R)-chroman-2-ylmethyl)-1-(naphthalen-1-yl)ETHANAMINE HYDROCHLORIDE Cl.O1[C@H](CCC2=CC=CC=C12)CN[C@H](C)C1=CC=CC2=CC=CC=C12